5-Fluoro-4-(7-fluoro-2,3,3-trimethyl-3H-indol-5-yl)-N-(5-(1-methylpiperidin-4-yl)pyridin-2-yl)pyrimidine FC=1C(=NCN(C1)C1=NC=C(C=C1)C1CCN(CC1)C)C=1C=C2C(C(=NC2=C(C1)F)C)(C)C